4-(4,4'-dimethoxytrityloxymethyl)phenol COC1=CC=C(C(C2=CC=C(C=C2)OC)(C2=CC=CC=C2)OCC2=CC=C(C=C2)O)C=C1